C(#N)C1=C(N=C(S1)C=1C=CC2=C(OCC(N2CC2CCC2)=O)C1)NC(=O)N[C@@H]1CNCCC1 (S)-1-(5-cyano-2-(4-(cyclobutylmethyl)-3-oxo-3,4-dihydro-2H-benzo[b][1,4]oxazin-7-yl)thiazol-4-yl)-3-(piperidin-3-yl)urea